6-((5-methoxy-1-oxoisoindolin-2-yl)methyl)benzo[d]oxazol-2(3H)-one COC=1C=C2CN(C(C2=CC1)=O)CC1=CC2=C(NC(O2)=O)C=C1